tert-butyl 4-(4-bromophenyl)-3-hydroxypiperidine-1-carboxylate BrC1=CC=C(C=C1)C1C(CN(CC1)C(=O)OC(C)(C)C)O